(2-(((5E)-undeca-1,5-dien-1-yl)oxy)ethyl)benzene C(=CCC\C=C\CCCCC)OCCC1=CC=CC=C1